12-fluoro-16-hydroxy-16-methyl-5-methylsulfonyl-2,4,6,10,21-pentazatetracyclo[15.3.1.02,10.03,8]henicosa-1(21),3,5,7,12,17,19-heptaen-9-one FC=1CN2C(C3=CN=C(N=C3N2C=2C=CC=C(C(CCC1)(C)O)N2)S(=O)(=O)C)=O